N,N'-dihexyl-N,N'-dibenzylmalonamide C(CCCCC)N(C(CC(=O)N(CC1=CC=CC=C1)CCCCCC)=O)CC1=CC=CC=C1